N-(2,2-dicyclopropyl-1-(5-(2-methoxy-1-(2-oxo-4-(trifluoromethyl)imidazolidin-1-yl)ethyl)benzo[d]oxazol-2-yl)ethyl)-4-ethyl-1,2,5-oxadiazole-3-carboxamide C1(CC1)C(C(C=1OC2=C(N1)C=C(C=C2)C(COC)N2C(NC(C2)C(F)(F)F)=O)NC(=O)C2=NON=C2CC)C2CC2